(±)-5-(but-2-en-1-yloxy)-1-pentylcyclopent-1-ene C(C=CC)O[C@@H]1CCC=C1CCCCC |r|